2-(2-methyl-oxazol-4-yl)-6-(3-pyridin-4-yl-propoxy)-3H-quinazolin-4-one hydrochloride Cl.CC=1OC=C(N1)C1=NC2=CC=C(C=C2C(N1)=O)OCCCC1=CC=NC=C1